(3Z,6Z,9Z)-octadecatriene CCCCCCCC/C=C\C/C=C\C/C=C\CC